Benzyl (S)-(2-((5-bromo-3-fluoro-2-hydroxyphenyl)amino)-1-(4,4-difluorocyclohexyl)-2-oxoethyl)carbamate BrC=1C=C(C(=C(C1)NC([C@H](C1CCC(CC1)(F)F)NC(OCC1=CC=CC=C1)=O)=O)O)F